CN(CCN(C(C(=C)F)=O)[C@@H]1C[C@H](C1)OC1=C2C=NNC2=CC(=C1)C1=C(C=C(C(=C1)F)O)CC)C trans-N-(2-(dimethylamino)ethyl)-2-fluoro-N-[3-[[6-(2-ethyl-5-fluoro-4-hydroxyphenyl)-1H-indazol-4-yl]oxy]cyclobutyl]prop-2-enamide